methyl 8-fluoro-2-[(2-methyl-2-azabicyclo[2.1.1]hexan-4-yl)methyl]-3,4-dihydro-1H-isoquinoline-6-carboxylate FC=1C=C(C=C2CCN(CC12)CC12CN(C(C1)C2)C)C(=O)OC